ClC1=C(O[C@H](C(=O)OC)C)C=C(C=C1)CN1C(=C(C2=CC(=CC=C12)C(N[C@@H](C)C1=CC(=CC=C1)C(C)C)=O)C)C (S)-Methyl 2-(2-chloro-5-((5-(((S)-1-(3-isopropylphenyl)ethyl)carbamoyl)-2,3-dimethyl-1H-indol-1-yl)methyl)phenoxy)propanoate